C(CCCCCCCCCCC)OC1=CC=2C(=NN(N2)C2=C(C(=CC(=C2)C)C(C)(C)C)O)C=C1 2-(5-dodecyloxy-2H-benzotriazole-2-yl)-6-tert-butyl-4-methylphenol